6-bromo-4-[[(1S)-1-cyclopropyl-2,2-difluoro-3-hydroxy-propyl]amino]-7-fluoro-1-methyl-quinolin-2-one BrC=1C=C2C(=CC(N(C2=CC1F)C)=O)N[C@H](C(CO)(F)F)C1CC1